C(C1=CC=CC=C1)OC1=CC2=C(N(N=C2C=C1)C)C(=O)NCC1NC(CC1)=O 5-(benzyloxy)-2-methyl-N-[(5-oxopyrrolidin-2-yl)methyl]-2H-indazole-3-carboxamide